C(C=C)(=O)NC=1C=CC(=C(C1)C#CCN(C(=O)[C@H]1N(C[C@H](C1)O)C1=NC(=CC(=C1C#N)C(F)(F)F)C)C1=CC=C(C=C1)F)F (2S,4S)-N-(3-(5-acrylamido-2-fluorophenyl)prop-2-yn-1-yl)-1-(3-cyano-6-methyl-4-(trifluoromethyl)pyridin-2-yl)-N-(4-fluorophenyl)-4-hydroxypyrrolidine-2-carboxamide